CN(C)C1=CC=C(C=C1)P(C(C)(C)C)C(C)(C)C 4-(N,N-dimethylamino)phenyl-di-tert-butylphosphine